(S)-3-hydroxy-1-n-octanoate O[C@H](CC(=O)[O-])CCCCC